N-(3-Iodo-4-methoxyphenyl)-1-methyl-3-(1-methyl-1H-indol-2-yl)-1H-indazole-5-carboxamide IC=1C=C(C=CC1OC)NC(=O)C=1C=C2C(=NN(C2=CC1)C)C=1N(C2=CC=CC=C2C1)C